NC1=C(C=CC=C1Br)C(C(=O)NC)C 2-amino-N-methyl-3-bromophenylpropionamide